C(C)(CCCCCCCCCCC)O secondary tridecanol